N-(4-(1H-imidazol-1-yl)benzyl)-N-(3-methoxybenzyl)-4-(piperidin-1-ylmethyl)oxazol-2-amine N1(C=NC=C1)C1=CC=C(CN(C=2OC=C(N2)CN2CCCCC2)CC2=CC(=CC=C2)OC)C=C1